quinolino[6,5-f]quinoline N1=CC=CC2=C1C=CC1=C3C=CC=NC3=CC=C12